C1=CC=C(C=C1)COC2=NC(=NC3=C2NC=N3)N 6-benzylguanine